tert-Butyl ((5-(4-(((2S,4R)-2-methyl-1-propionyl-1,2,3,4-tetrahydroquinolin-4-yl)amino)phenyl)thiophen-2-yl)methyl)carbamate C[C@@H]1N(C2=CC=CC=C2[C@@H](C1)NC1=CC=C(C=C1)C1=CC=C(S1)CNC(OC(C)(C)C)=O)C(CC)=O